C(C1=CC=CC=C1)OC[C@@H](CC1(CCCC1)C#N)O (R)-1-(3-(benzyloxy)-2-hydroxypropyl)cyclopentane-1-carbonitrile